ClC1=CC=C(C=C1)[C@@]1(N(C(C2=CC(=CC=C12)C(C)(C=1C=NNC1)O)=O)CC1=NC=C(C=C1)Cl)OC (3R)-3-(4-Chlorophenyl)-2-[(5-chloropyridin-2-yl)methyl]-6-[1-hydroxy-1-(1H-pyrazol-4-yl)ethyl]-3-methoxy-2,3-dihydro-1H-isoindol-1-on